C1NCC2=CC(=CC=C12)CS(=O)(=O)C1=CC=C(C=C1)NC(NC(C(=O)N)C1=CC=CC=C1)=O 2-(3-(4-((Isoindolin-5-ylmethyl)sulfonyl)phenyl)ureido)-2-phenylacetamid